N-acetyl-β-alanine tert-butyl-3-(((methylsulfonyl)oxy)methyl)azetidine-1-carboxylate C(C)(C)(C)C1N(CC1COS(=O)(=O)C)C(=O)O.C(C)(=O)NCCC(=O)O